2-((1R,2S)-1-(2-cyanopyridin-3-yl)-1-phenylpropan-2-yl)-5-hydroxy-N-(isoxazol-4-yl)-1-methyl-6-oxo-1,6-dihydropyrimidine-4-carboxamide C(#N)C1=NC=CC=C1[C@H]([C@H](C)C=1N(C(C(=C(N1)C(=O)NC=1C=NOC1)O)=O)C)C1=CC=CC=C1